bis(propyldiethoxysilylpropyl) disulfide C(CC)[Si](OCC)(OCC)CCCSSCCC[Si](OCC)(OCC)CCC